Methyl-2,3,4-tri-O-acetyl-β-D-glucopyranoseuronic acid methyl ester COC([C@@H]1[C@H]([C@@H]([C@H]([C@](O)(O1)C)OC(C)=O)OC(C)=O)OC(C)=O)=O